Br(=O)(=O)OC1=C(C=CC=C1)C=1N=C2N(C=C(C(=N2)N)I)C1 (7-amino-6-iodo-imidazo[1,2-a]pyrimidin-2-yl)phenol bromate